O=C1C(=C(C=NN1)N[C@H]1[C@H](CC1)OCCC(=O)O)C(F)(F)F 3-[(1S,2R)-2-[[6-oxo-5-(trifluoromethyl)-1,6-dihydropyridazin-4-yl]amino]cyclobutoxy]propanoic acid